6-chloro-N-(2-fluoro-3-(methyl-d3)-4-((1-(methyl-d3)-1H-benzo[d][1,2,3]triazol-5-yl)oxy)phenyl)pyrido[3,2-d]pyrimidin-4-amine ClC=1C=CC=2N=CN=C(C2N1)NC1=C(C(=C(C=C1)OC1=CC2=C(N(N=N2)C([2H])([2H])[2H])C=C1)C([2H])([2H])[2H])F